C(#N)[C@@H](C[C@H]1C(NCCC1)=O)NC(=O)[C@@H]1N([C@H]2CC([C@@H]1CC2)(F)F)C([C@H](CC2CCC2)NC(C(F)(F)F)=O)=O (1R,3R,4R)-N-[(1R)-1-cyano-2-[(3S)-2-oxo-3-piperidyl]ethyl]-2-[(2S)-3-cyclobutyl-2-[(2,2,2-trifluoroacetyl)amino]propanoyl]-5,5-difluoro-2-azabicyclo[2.2.2]octane-3-carboxamide